C(C)OC(=O)C1=NC2=CC=CC=C2C(=C1OCC1=CC=CC=C1)C1CC1 (phenylmethyloxy)-4-cyclopropylquinoline-2-carboxylic acid ethyl ester